(2-butyl-1,3-benzoxazol-6-yl)-[4-(5-methyloxazolo[4,5-b]pyridin-2-yl)piperazin-1-yl]methanone C(CCC)C=1OC2=C(N1)C=CC(=C2)C(=O)N2CCN(CC2)C=2OC=1C(=NC(=CC1)C)N2